ethyl (E)-3-(tert-butoxycarbonyl(isopropyl)-amino)-2-(4-chlorophenyl)acrylate C(C)(C)(C)OC(=O)N(/C=C(/C(=O)OCC)\C1=CC=C(C=C1)Cl)C(C)C